Lithium 5-(1-(7-isopropyl-1,3-dimethyl-2-oxo-2,3-dihydro-1H-benzo[d]imidazol-5-yl)-7-oxo-1,3,4,7-tetrahydro-1,6-naphthyridin-6(2H)-yl)picolinate C(C)(C)C1=CC(=CC2=C1N(C(N2C)=O)C)N2CCCC1=CN(C(C=C21)=O)C=2C=CC(=NC2)C(=O)[O-].[Li+]